(R)-demethylnicotine N1=CC=CC(=C1)[C@@H]1NCCC1